C1=CC2=C(C=CN2)C=C1O The molecule is a member of the class of hydroxyindoles that is 1H-indole in which the hydrogen at position 5 has been replaced by a hydroxy group. It has a role as a human metabolite.